1-(2-(3,4-dimethoxyphenyl)-5-(piperidin-4-yl)-1H-indol-3-yl)-2,2,2-trifluoroethanol COC=1C=C(C=CC1OC)C=1NC2=CC=C(C=C2C1C(C(F)(F)F)O)C1CCNCC1